OC=1C(=CC2=CC=CC=C2C1N=NC1=C(C=CC(=C1)C(=O)NC1=CC=CC=C1)OC)C(=O)NC1=C(C=CC(=C1)Cl)C 3-hydroxy-4-((2-methoxy-5-((phenylamino)carbonyl)phenyl)azo)-N-(5-chloro-2-methylphenyl)-2-naphthalenecarboxamide